P(=O)(O)(O)C(CC1N(C=CC=C1)CCC)P(O)(O)=O [1-phosphono-2-(1-propylpyridin-2-yl)ethyl]phosphonic acid